2-amino-2-(4,4-difluorocyclohexyl)-N-(4-((1,4-dimethyl-1H-pyrazol-5-yl)methyl)pyridin-2-yl)acetamide HCl salt Cl.NC(C(=O)NC1=NC=CC(=C1)CC1=C(C=NN1C)C)C1CCC(CC1)(F)F